tert-butyl-(3S,4R)-3-((3,6-dichloro-1H-pyrazolo[3,4-d]pyrimidin-4-yl)amino)-4-fluoropiperidine C(C)(C)(C)N1C[C@@H]([C@@H](CC1)F)NC1=C2C(=NC(=N1)Cl)NN=C2Cl